BrC1=CC(=C(C=N1)C=1SC2=C(N1)C=CC(=C2)N)F 2-(6-bromo-4-fluoropyridin-3-yl)benzo[d]thiazol-6-amine